4-[(1S,4R,5R)-5-[[5-cyclopropyl-3-(2-fluoro-6-methylphenyl)-1,2-oxazol-4-yl]methoxy]-3-oxo-2-azabicyclo[2.2.1]heptan-2-yl]benzoic acid C1(CC1)C1=C(C(=NO1)C1=C(C=CC=C1C)F)CO[C@H]1[C@@H]2C(N([C@H](C1)C2)C2=CC=C(C(=O)O)C=C2)=O